2-bromoacetamido-2'-chloro-5-nitrobenzophenone BrCC(=O)NC1=C(C(=O)C2=C(C=CC=C2)Cl)C=C(C=C1)[N+](=O)[O-]